The molecule is an (omega-1)-hydroxy fatty acid that is (9Z)-octadec-9-enoic acid (oleic acid) in which a hydrogen at position 17 has been replaced by a hydroxy group. It is an (omega-1)-hydroxy fatty acid, a long-chain fatty acid and a hydroxy monounsaturated fatty acid. It derives from an oleic acid. It is a conjugate acid of a (9Z)-17-hydroxyoctadec-9-enoate. CC(CCCCCC/C=C\\CCCCCCCC(=O)O)O